FC1([C@@H](CN(C1)C1COC1)NC1=NN2C(C(=N1)OC)=C(C(=C2)F)C=2C=CC1=C(N(N=N1)C[C@H](C)F)C2)F N-((R)-4,4-difluoro-1-(oxetan-3-yl)pyrrolidin-3-yl)-6-fluoro-5-(1-((S)-2-fluoropropyl)-1H-benzo[d][1,2,3]triazol-6-yl)-4-methoxypyrrolo[2,1-f][1,2,4]triazin-2-amine